tert-Butyl N-[(1R)-2,2,2-trideuterio-1-(hydroxymethyl)ethyl]carbamate [2H]C([C@H](CO)NC(OC(C)(C)C)=O)([2H])[2H]